C(C)(=O)NNC(=O)C12CC(CC(N1C(=O)NC1=C(C=C(C(=C1)C1=NC=C(C=N1)F)C)F)C2)C cis-1-(2-acetylhydrazine-1-carbonyl)-N-(2-fluoro-5-(5-fluoropyrimidin-2-yl)-4-methylphenyl)-3-methyl-6-azabicyclo[3.1.1]heptane-6-carboxamide